[Pd+2].CS(=O)(=O)[O-].CS(=O)(=O)[O-] methane-sulfonate palladium (II)